The molecule is an L-alpha-amino acid zwitterion obtained by transfer of a proton from the carboxy group to the amino group of L-beta-ethynylserine. The major species at pH 7.3. It has a role as an antibacterial agent and an antimetabolite. It is a tautomer of a L-beta-ethynylserine. C#C[C@H]([C@@H](C(=O)[O-])[NH3+])O